O1COC=2C=CC=3C=C(C=NC3C21)C(=O)[O-] [1,3]dioxolo[4,5-h]quinolin-7-carboxylate